tert-Butyl 5-[3-[[6-[[2-chloro-6-[3-[2-[1-(trifluoromethyl)cyclopropyl]ethoxy]pyrazol-1-yl]pyridine-3-carbonyl]sulfamoyl]-2-pyridyl]amino]propyl]-2,2-dimethyl-pyrrolidine-1-carboxylate ClC1=NC(=CC=C1C(=O)NS(=O)(=O)C1=CC=CC(=N1)NCCCC1CCC(N1C(=O)OC(C)(C)C)(C)C)N1N=C(C=C1)OCCC1(CC1)C(F)(F)F